C1(CC1)N(C(OC(C)(C)C)=O)C1CCN(CC1)C1=C2C=CN=NC2=C(C=C1)C(NC=1C=C(C=2N(N1)C=C(N2)C)C)=O tert-butyl N-cyclopropyl-N-[1-[8-[(2,8-dimethylimidazo[1,2-b]pyridazin-6-yl)carbamoyl]cinnolin-5-yl]-4-piperidyl]carbamate